dimethyl-3-methyl-5-n-butyl-4-methoxypyridine CC1=C(C(=C(C(=N1)C)C)OC)CCCC